3-(2-amino-1,3-benzothiazol-4-yl)-N,N-dimethylpropanamide NC=1SC2=C(N1)C(=CC=C2)CCC(=O)N(C)C